[Cl-].C(CCC)[NH3+] 1-butanaminium chloride